4-methoxybenzoic acid 2-ethoxy-4-ethylphenyl ester C(C)OC1=C(C=CC(=C1)CC)OC(C1=CC=C(C=C1)OC)=O